1-(2,2-difluoroethyl)-6-(2-((2-(trifluoromethyl)pyridin-3-yl)methyl)-2,7-diazaspiro[3.5]nonan-7-yl)-1H-pyrazolo[3,4-b]pyrazine FC(CN1N=CC=2C1=NC(=CN2)N2CCC1(CN(C1)CC=1C(=NC=CC1)C(F)(F)F)CC2)F